tert-Butyl 10-((4-(2-fluorophenyl)-6-oxopyrimidin-1(6H)-yl)methyl)-7-azaspiro[4.5]decane-7-carboxylate FC1=C(C=CC=C1)C=1N=CN(C(C1)=O)CC1CCN(CC12CCCC2)C(=O)OC(C)(C)C